3-bromo-5-(1-(tetrahydro-2H-pyran-2-yl)-1H-pyrazol-4-yl)thiophene-2-carboxylic acid methyl ester COC(=O)C=1SC(=CC1Br)C=1C=NN(C1)C1OCCCC1